C1(CC1)C=1NC(=NN1)C1CC2(CN(C2)C(=O)N2CC3(C2)C[C@H](CC3)OC=3C(=CC(=NC3)C(F)(F)F)C#N)C1 |r| 5-[[rac-(6S)-2-[6-(5-cyclopropyl-4H-1,2,4-triazol-3-yl)-2-azaspiro[3.3]heptane-2-carbonyl]-2-azaspiro[3.4]octan-6-yl]oxy]-2-(trifluoromethyl)pyridine-4-carbonitrile